C(C1=CC=CC=C1)N1N=C(C(=C1)C1=CC(=NC=C1)C1=NC2=C(N1)CN(C2)C2(CC(C2)O)C(=O)C2(CC(C2)O)N2CC=1NC(=NC1C2)C2=NC=CC(=C2)C=2C(=NN(C2)CC2=CC=CC=C2)C2=NC(=CC=C2)C)C2=NC(=CC=C2)C (2-(4-(1-Benzyl-3-(6-methyl pyridin-2-yl)-1H-pyrazol-4-yl)pyridin-2-yl)-4,6-dihydropyrrolo[3,4-d]imidazol-5(1H)-yl)(3-hydroxycyclobutyl) ketone